Cl.N[C@H](C(=O)NC1C(N(C=C(C=C1)C1=CC=CC=C1)C)=O)C (S)-2-Amino-N-(1-methyl-2-oxo-6-phenyl-2,3-dihydro-1H-azepin-3-yl)propionamide hydrochloride